distearoyl-trimethylammonium chloride [Cl-].C(CCCCCCCCCCCCCCCCC)(=O)C([NH+](C)C)C(CCCCCCCCCCCCCCCCC)=O